CN(C(/C=C/CC[C@@H](C(=O)NC=1C(N(C=CC1)CC1=NC2=C(N1C(=O)OCC1CC1)C=C(C(=C2)F)F)=O)NC(=O)OC)=O)C cyclopropylmethyl (S,E)-2-((3-(7-(dimethylamino)-2-((methoxycarbonyl)amino)-7-oxohept-5-enamido)-2-oxopyridin-1(2H)-yl)methyl)-5,6-difluoro-1H-benzo[d]imidazole-1-carboxylate